C(CCC)SC1=C(C=CC=C1)/C=C/C=O (E)-3-(2-(butylsulfanyl)phenyl)acrolein